BrC1=C(OCC2(COC2)CN(C)C)C=C(C(=C1)F)Br 1-(3-((2,5-dibromo-4-fluorophenoxy)methyl)oxetan-3-yl)-N,N-dimethylmethylamine